C(C)(C)N1C(N(CC1)C1=CC(=C(N=N1)C(=O)NC([2H])([2H])[2H])NC1=C(C(=CC=C1)C1=NN(C=N1)C([2H])([2H])[2H])OC)=O 6-(3-isopropyl-2-oxo-imidazolidin-1-yl)-4-[2-methoxy-3-[1-(trideuteriomethyl)-1,2,4-triazol-3-yl]anilino]-N-(trideuteriomethyl)pyridazine-3-carboxamide